{[3-(methylamino)-2-[(methylamino)methyl]propyl]sulfanyl}phosphinic acid CNCC(CSP(O)=O)CNC